3,4-epoxy-6-methylcyclohexyl-methyl-3,4-epoxy-6-methylcyclohexenecarboxylate CC1CC2C(CC1OC(=O)C1=C(C3C(CC1C)O3)C)O2